2,6-dimethoxy-phenylacetylene COC1=C(C(=CC=C1)OC)C#C